Pentadecan-8-yl ((R)-(((2R,3S,5R)-5-(6-amino-2-fluoro-9H-purin-9-yl)-2-ethynyl-3-hydroxytetrahydrofuran-2-yl) methoxy)(phenoxy)phosphoryl)-L-phenylalaninate NC1=C2N=CN(C2=NC(=N1)F)[C@H]1C[C@@H]([C@@](O1)(C#C)CO[P@@](=O)(OC1=CC=CC=C1)N[C@@H](CC1=CC=CC=C1)C(=O)OC(CCCCCCC)CCCCCCC)O